COC(=O)C1=CC2=C(N=C(N2C[C@H]2OCC2)CC2=C(C=C(C=C2)C2=NC(=C(C=C2)F)OCC2=C(C=C(C=C2)C#N)F)F)S1 (S)-2-(4-(6-((4-cyano-2-fluorobenzyl)oxy)-5-fluoropyridin-2-yl)-2-fluorobenzyl)-1-(oxetan-2-ylmethyl)-1H-thieno[2,3-d]imidazole-5-carboxylic acid methyl ester